C1=CN=C2N1C1=C(CC[C@H]2NC(=O)C2=NC=CC(=C2)OC2=CC=CC=C2)C=CC=C1 |r| (+-)-N-(5,6-dihydro-4H-benzo[f]imidazo[1,2-a]azepin-4-yl)-4-phenoxypyridineamide